1-(6-(4-((2-(tert-Butyl)thiazol-5-carboxamido)methyl)-3-methylphenyl)-7H-purin-8-yl)pyrrolidin C(C)(C)(C)C=1SC(=CN1)C(=O)NCC1=C(C=C(C=C1)C1=C2NC(=NC2=NC=N1)N1CCCC1)C